S1NC(C2=C1C=CC2)=O 2H-Cyclopent(d)isothiazol-3(4H)-one